1-butanesulfonate C(CCC)S(=O)(=O)[O-]